3-(3-(Aminomethyl)-3-methylpyrrolidin-1-yl)-6-((2,3-dichlorophenyl)thio)pyrazin-2(1H)-on NCC1(CN(CC1)C=1C(NC(=CN1)SC1=C(C(=CC=C1)Cl)Cl)=O)C